The molecule is an amino trisaccharide consisting of 2-acetamido-2-deoxy-beta-D-glucopyranose, alpha-D-mannopyranose and beta-D-mannopyranose residues joined in sequence by (1->6) glycosidic bonds. It is an amino trisaccharide and a member of acetamides. It derives from a beta-D-GlcpNAc-(1->6)-alpha-D-Manp and an alpha-D-Manp-(1->6)-beta-D-Manp. CC(=O)N[C@@H]1[C@H]([C@@H]([C@H](O[C@H]1OC[C@@H]2[C@H]([C@@H]([C@@H]([C@H](O2)OC[C@@H]3[C@H]([C@@H]([C@@H]([C@@H](O3)O)O)O)O)O)O)O)CO)O)O